(S)-3-((6-(N-hydroxycarbamimidoyl)imidazo[1,2-a]pyridin-2-yl)carbamoyl)pyrrolidine-1-carboxylic acid tert-butyl ester C(C)(C)(C)OC(=O)N1C[C@H](CC1)C(NC=1N=C2N(C=C(C=C2)C(NO)=N)C1)=O